C(C)OC(C)N1N=CC(=C1)C1=CC=2N(C=N1)N=C(N2)N[C@@H]2[C@@H](CN(CC2)S(=O)(=O)C)C 7-(1-(1-Ethoxyethyl)-1H-pyrazol-4-yl)-N-((3R,4S)-3-methyl-1-(methylsulfonyl)piperidin-4-yl)-[1,2,4]triazolo[1,5-c]pyrimidin-2-amine